N-((1R,3r,5S)-8-((2-Methyl-2,6-diazaspiro[3.4]octan-6-yl)sulfonyl)-8-azabicyclo[3.2.1]octan-3-yl)-5-(oxetan-3-yl)isoxazole-3-carboxamide CN1CC2(C1)CN(CC2)S(=O)(=O)N2[C@H]1CC(C[C@@H]2CC1)NC(=O)C1=NOC(=C1)C1COC1